C12(C(=CC=C3C4=CC=CC=C4C=C13)C1=C(C=CC=C1)C1=CC=CC=C1)C=CC=C1C3=CC=CC=C3C=C12 (spirobifluorenyl)biphenyl